2-(3-fluoro-5-(2-(((R)-phenyl((R)-1,2,3,4-tetrahydropyrido[2,3-b]pyrazin-3-yl)methyl)amino)ethyl)phenyl)-2-methylpropanoic acid FC=1C=C(C=C(C1)CCN[C@@H]([C@H]1CNC2=C(N1)N=CC=C2)C2=CC=CC=C2)C(C(=O)O)(C)C